C(C=C)(=O)N1CC(C1)(C(=O)N1CCC(CC1)N1N=NC(=C1C)C=1C=C(C=2N(C1)N=CC2C#N)O[C@H](CO)C2=NC=CC=C2)OC (S)-6-(1-(1-(1-acryloyl-3-methoxyazetidine-3-carbonyl)piperidin-4-yl)-5-methyl-1H-1,2,3-triazol-4-yl)-4-(2-hydroxy-1-(pyridin-2-yl)ethoxy)pyrazolo[1,5-a]pyridine-3-carbonitrile